(R)-6-Chloro-5-fluoro-1'-(5-(4-(4-fluorophenyl)tetra-hydro-2H-pyran-4-yl)-4H-1,2,4-triazole-3-carbonyl)spiro[benzo[d][1,3]oxazine-4,3'-piperidin]-2(1H)-one ClC1=C(C2=C(NC(O[C@@]23CN(CCC3)C(=O)C3=NN=C(N3)C3(CCOCC3)C3=CC=C(C=C3)F)=O)C=C1)F